2,2'-azobis[2-(5-hydroxy-3,4,5,6-tetrahydropyrimidine-2-yl)propane] dihydrochloride Cl.Cl.N(=NC(C)(C)C1=NCC(CN1)O)C(C)(C)C1=NCC(CN1)O